ChloroPara-xylene ClC1=C(C=CC(=C1)C)C